Methanediamine lead (II) chloride [Pb](Cl)Cl.C(N)N